FC(C(=O)O)(F)F.CC1(CNCC(N1)CO)C (6,6-dimethylpiperazin-2-yl)methanol 2,2,2-trifluoroacetate